C(C1=CC=CC=C1)C1OC=CN1C(=O)[C@@H]1CN(C[C@H]1C=1SC=CN1)CC1=CC=CC=C1 (4R)-benzyl-3-[(3S,4S)-1-benzyl-4-(1,3-thiazol-2-yl)-pyrrolidine-3-carbonyl]-oxazole